((2R,3S,4R,5S)-5-(4-aminopyrrolo[2,1-f][1,2,4]triazin-7-yl)-2-cyano-3,4-dihydroxytetrahydrofuran-2-yl)methyl ((R)-2-((3-chloro-5-cyanobenzyl)oxy)icosyl) hydrogen phosphate P(=O)(OC[C@]1(O[C@H]([C@@H]([C@@H]1O)O)C1=CC=C2C(=NC=NN21)N)C#N)(OC[C@@H](CCCCCCCCCCCCCCCCCC)OCC2=CC(=CC(=C2)C#N)Cl)O